5-((5-(3-(5-(tert-butyl)oxazol-2-yl)cyclopentyl)-1H-pyrazol-3-yl)amino)-4-fluoro-1,3-dihydrobenzo[c]thiophene 2,2-dioxide C(C)(C)(C)C1=CN=C(O1)C1CC(CC1)C1=CC(=NN1)NC1=C(C2=C(CS(C2)(=O)=O)C=C1)F